CON1C=C(C2=CC=CC=C21)CN=C=S The molecule is a member of the class of indoles that is 1H-indole carrying methoxy and isothiocyanatomethyl substituents at positions 1 and 3 respectively. It has a role as an Arabidopsis thaliana metabolite. It is an isothiocyanate and a member of indoles.